OC1=C(C=C(C=C1O)O)C=CC1=CC=C(O)C=C1 Hydroxy-resveratrol